C(C)(=O)NC1CCN(CC1)CC1=C(C=C(C=C1)C1=NC=CC(=C1Cl)C=1C(=C(C=CC1)C1=CC=C(C(=N1)OC)CN1CCC(CC1)NC(C)=O)C)OC N-(1-((6-(3-(2-(4-((4-acetamidopiperidin-1-yl)methyl)-3-methoxyphenyl)-3-chloropyridin-4-yl)-2-methylphenyl)-2-methoxypyridin-3-yl)methyl)piperidin-4-yl)acetamide